CCC=CCOC(=O)NC1=CC2=NC3=C(C=CC=C3C2=CC=C1)CNC(C)(C)C 7-(3-penten-5-yloxy)carbonylamino-4-(tert-butyl)aminomethylcyclohepta[7,6-b]indole